ClC=1C(=C(C=CC1)C=1OC2=C(C(=CC(=C2C(C1OC)=O)O)OC)OC)O (3-chloro-2-hydroxyphenyl)-5-hydroxy-3,7,8-trimethoxy-4H-chromen-4-one